4-{[2-{4-[5-chloro-2-(4-fluoro-1H-imidazol-1-yl)phenyl]-5-methoxy-2-oxopyridin-1(2H)-yl}pentanoyl]amino}benzoic acid ClC=1C=CC(=C(C1)C1=CC(N(C=C1OC)C(C(=O)NC1=CC=C(C(=O)O)C=C1)CCC)=O)N1C=NC(=C1)F